CNC(=O)C1=CC(=CC(=C1)Br)C(=O)OCC N-methyl-5-bromo-3-carboethoxy-benzenecarboxamide